IC1=CC=C(C=C1)[S@](=O)OCC Ethyl (R)-4-iodobenzenesulfinate